1-amino-4-(4-((4-chloropyridin-2-yl)carbamoyl)phenyl)-1H-imidazole-5-carboxamide NN1C=NC(=C1C(=O)N)C1=CC=C(C=C1)C(NC1=NC=CC(=C1)Cl)=O